propyltetrahydropyranylbiphenyl C(CC)C=1C(=C(C=CC1)C1=CC=CC=C1)C1OCCCC1